BrC1=C(C(=C(C#N)C=C1)N1CCNCC1)F 4-Bromo-3-fluoro-2-(piperazin-1-yl)benzonitrile